C(C1=CC=CC=C1)OC=1C=C2C(=CC=NC2=CC1OC)OC1=C(C=C(C=C1)N(C(=O)C1(CC1)C(=O)N)C1=CC=C(C=C1)F)F N-(4-((6-(benzyloxy)-7-methoxyquinolin-4-yl)oxy)-3-fluorophenyl)-N-(4-fluorophenyl)cyclopropane-1,1-dicarboxamide